1,3,7-naphthalenetrisulfonic acid C1(=CC(=CC2=CC=C(C=C12)S(=O)(=O)O)S(=O)(=O)O)S(=O)(=O)O